2-(2,6-dioxopiperidin-3-yl)-5-((6-(4-(quinoxalin-2-yl)-3-(trifluoromethyl)-1H-pyrazol-1-yl)hexyl)amino)isoindoline-1,3-dione O=C1NC(CCC1N1C(C2=CC=C(C=C2C1=O)NCCCCCCN1N=C(C(=C1)C1=NC2=CC=CC=C2N=C1)C(F)(F)F)=O)=O